N(=C=S)C=1C=C(C(=NC1)C#N)SC 5-isothiocyanato-3-(methylthio)pyridine-2-carbonitrile